Cl.NC1=NN(C=C1C=1C2=C(N=CN1)NC=C2)C2(CN(C2)S(=O)(=O)C(C)C)CC#N 2-{3-[3-amino-4-(7H-pyrrolo[2,3-d]pyrimidin-4-yl)-1H-pyrazol-1-yl]-1-(isopropylsulfonyl)azetidin-3-yl}acetonitrile hydrochloride